FC(CN1N=NC(=C1)C(=O)NCC1=NC=CC=C1)CCN1N=NC(=C1)NC(CC1=C(C=CC(=C1)OC(F)(F)F)F)=O 1-[2-fluoro-4-(4-{2-[2-fluoro-5-(trifluoromethoxy)phenyl]acetamido}-1H-1,2,3-triazol-1-yl)butyl]-N-(pyridin-2-ylmethyl)-1H-1,2,3-triazole-4-carboxamide